OC1(CCN(CC1)C(C[C@@H](C)C1=CC=CC=C1)=O)CN1C(C=C(C(=C1)C(=O)N1CCNCC1)C1=CC=CC=C1)=O (R)-1-((4-hydroxy-1-(3-phenylbutyryl)piperidin-4-yl)methyl)-4-phenyl-5-(piperazine-1-carbonyl)pyridin-2(1H)-one